C(C)[C@H]1N(CCN(C1)C=1N=CC2=C(N1)C(=NC=N2)NC2=CC(=C(C=C2)OC2=CC1=C(N(N=N1)C)C=C2)C)C(C=C)=O (R)-1-(2-ethyl-4-(8-((3-methyl-4-((1-methyl-1H-benzo[d][1,2,3]triazol-5-yl)oxy)phenyl)amino)pyrimido[5,4-d]pyrimidin-2-yl)piperazin-1-yl)prop-2-en-1-one